(9H-fluoren-9-yl)methyl (S)-(1-(1-(methylimino)-1-oxido-1λ6-thiomorpholino)-propan-2-yl)carbamate CN=S1(CCN(CC1)C[C@H](C)NC(OCC1C2=CC=CC=C2C=2C=CC=CC12)=O)=O